4-chloro-5-(3-chloro-2-fluoro-6-(4-(trifluoromethyl)-1H-1,2,3-triazol-1-yl)phenyl)pyridazin-3(2H)-one ClC=1C(NN=CC1C1=C(C(=CC=C1N1N=NC(=C1)C(F)(F)F)Cl)F)=O